Cl.ClCC(CC1=CC(=C(C(=C1)OC)OC)OC)N 1-chloro-3-(3,4,5-trimethoxyphenyl)propan-2-amine hydrochloride